(S)-4-(4-(2,2-difluoropropoxy)-2,6-difluorophenyl)-1-(1H-benzo[d]imidazol-5-yl)azetidin-2-one FC(COC1=CC(=C(C(=C1)F)[C@@H]1CC(N1C1=CC2=C(NC=N2)C=C1)=O)F)(C)F